C(C)O[Si](OCC)(OCC)CCCN(CCC[Si](OCC)(OCC)OCC)CCC[Si](OCC)(OCC)OCC N,N,N-tris(triethoxysilylpropyl)amine